4-methyl-2-(tri-n-butylstannyl)thiazole CC=1N=C(SC1)[Sn](CCCC)(CCCC)CCCC